BrC1=NN(C=C1C(=O)OCC)C1=NC=CC=N1 ethyl 3-bromo-1-(pyrimidin-2-yl)-1H-pyrazole-4-carboxylate